oxopropan-2-one O=CC(C)=O